ClC=1C=C(C=CC1Cl)C=1N=C(SC1SC(C)C)N1N=C(C(=C1C(=O)O)C1=CC(=CC=C1)C(C)C)C 1-(4-(3,4-dichlorophenyl)-5-(isopropylsulfanyl)thiazol-2-yl)-4-(3-isopropylphenyl)-3-methyl-1H-pyrazole-5-carboxylic acid